1-(2-fluoro-4-nitro-phenyl)-4-hydroxy-piperidine-4-carboxylic acid FC1=C(C=CC(=C1)[N+](=O)[O-])N1CCC(CC1)(C(=O)O)O